COC1=CC2=C(N(CC3=C(C2=O)C=CC=C3)S(=O)(=O)C3=CC=C(C)C=C3)C=C1OC 2,3-dimethoxy-5-tosyl-5,6-dihydro-11H-dibenzo[b,e]azepin-11-one